C1(CCCCC1)C=1C(=C(C=CC1)C1=C(C=C(C=C1C(C)C)C(C)C)C(C)C)C1CCCCC1 dicyclohexyl-(2',4',6'-triisopropyl-[1,1'-biphenyl])